(2S,5R)-2-(N-(1,2,4-oxadiazole-3-carbonyl) carbamimidoyl)-7-oxo-1,6-diazabicyclo[3.2.1]octan-6-yl hydrogen sulfate S(=O)(=O)(ON1[C@@H]2CC[C@H](N(C1=O)C2)C(NC(=O)C2=NOC=N2)=N)O